OC=1C=CC(=C2C[C@H](OC(C12)=O)C)C (R)-8-hydroxy-3,5-dimethylisochroman-1-one